N[C@@H](CC(=O)OCC)C=1C=C(C=C(C1F)C)C1=C(C=C(C=C1C)Cl)C ethyl (S)-3-amino-3-(4'-chloro-4-fluoro-2',5,6'-trimethyl-[1,1'-biphenyl]-3-yl)propanoate